5-(2-fluoro-5-thionophenyl)-2,5-dimethyl-1,1-dioxo-1,2,4-thiadiazin FC=1C(=CC(CC1)=S)C1(N=CN(S(C1)(=O)=O)C)C